O=C1NC(CCC1N1C(C2=CC=C(C=C2C1=O)N1CC(C1)OCCCOCCN1CC2(C1)CC(C2)OC2=NC=C(C=C2)C=2C=CC=1C3=C(N(C1C2)C)C=CN=C3)=O)=O 2-(2,6-dioxopiperidin-3-yl)-5-(3-(3-(2-(6-((5-(5-methyl-5H-pyrido[4,3-b]indol-7-yl)pyridin-2-yl)oxy)-2-azaspiro[3.3]heptan-2-yl)ethoxy)propoxy)azetidin-1-yl)isoindoline-1,3-dione